C(C)OC(=O)C1CC2=CC=C(C=C2C1)OCC(C)(NC(=O)OC(C)(C)C)C 5-[2-methyl-2-[(2-methylpropan-2-yl)oxycarbonylamino]propoxy]-2,3-dihydro-1H-indene-2-carboxylic acid ethyl ester